BrC1=NN2C(CN(C(C2)=O)C)=C1 2-bromo-5-methyl-4H,7H-pyrazolo[1,5-a]pyrazin-6-one